N-((1S,2S)-2-(4-amino-7-methyl-5-(4-(pyrrolidine-1-carbonyl)phenyl)-7H-pyrrolo[2,3-d]pyrimidin-6-yl)cyclopropyl)acrylamide NC=1C2=C(N=CN1)N(C(=C2C2=CC=C(C=C2)C(=O)N2CCCC2)[C@@H]2[C@H](C2)NC(C=C)=O)C